ClC=1C(=C(C=CC1)B1OC(C(O1)(C)C)(C)C)C(C)C 2-(3-chloro-2-isopropylphenyl)-4,4,5,5-tetramethyl-1,3,2-dioxaborolane